C(C)C(CCO)CCCCCCCC 3-ethylundecan-1-ol